Benzyl (4S)-4-[(2S)-3-(benzyloxy)-2-(6-methylheptanamido)propanamido]-2,2,5-trimethyl-3-oxohexanoate C(C1=CC=CC=C1)OC[C@@H](C(=O)N[C@H](C(C(C(=O)OCC1=CC=CC=C1)(C)C)=O)C(C)C)NC(CCCCC(C)C)=O